(S)-2-(1-(4-(5-(4-amino-4,6-dihydrospiro[cyclopenta[d]oxazole-5,4'-piperidine]-1'-yl)-6-(hydroxymethyl)pyrazin-2-ylsulfanyl)-3-chloropyridin-2-yl)azetidin-3-yl)propan-2-ol N[C@@H]1C=2N=COC2CC12CCN(CC2)C=2N=CC(=NC2CO)SC2=C(C(=NC=C2)N2CC(C2)C(C)(C)O)Cl